FC(C1=CC=C(C=C2CN(C2)C(=O)OC(C)(C)C)C=C1)(F)F tert-butyl 3-(4-(trifluoromethyl)benzylidene)azetidine-1-carboxylate